3-(5-(5-(2-((3r,5r,7r)-adamantan-1-yl)ethyl)-2,5-diazabicyclo[2.2.2]oct-2-yl)-2-methyl-4-oxoquinazolin-3(4H)-yl)piperidine-2,6-dione C12(CC3CC(CC(C1)C3)C2)CCN2C3CN(C(C2)CC3)C3=C2C(N(C(=NC2=CC=C3)C)C3C(NC(CC3)=O)=O)=O